2-(4-fluorocyclopent-1-en-1-yl)-4,4,5,5-tetramethyl-1,3,2-dioxaborolane FC1CC=C(C1)B1OC(C(O1)(C)C)(C)C